NCCN1CCNCC1 aminoethyl-piperazine